C=1CCC=C2C=CC=CC12 2,3-Dihydronaphthalene